6-{5-chloro-3-[1-(3-methylbutyl)-1H-pyrazol-4-yl]pyridin-2-yl}-2-methyl-2H-indazole ClC=1C=C(C(=NC1)C=1C=CC2=CN(N=C2C1)C)C=1C=NN(C1)CCC(C)C